NC=1C=CC(=NC1OC)C(=O)N(C)C(C)C 5-amino-N-isopropyl-6-methoxy-N-methylpyridine-2-carboxamide